Z-benzimidazole-6-carboxamide N1=CNC2=C1C=C(C=C2)C(=O)N